FC1(C(C(C(C(C1(C(F)(F)F)F)(F)F)(F)F)(F)F)(F)F)F Undecafluoro(trifluoromethyl)cyclohexane